3-(3-Azaspiro[5.5]undec-9-yl)propanal methyl-5-fluoro-3-methyl-1,2-benzoxazole-6-carboxylate COC(=O)C1=CC2=C(C(=NO2)C)C=C1F.C1CNCCC12CCC(CC2)CCC=O